ClC1=CC=2C3=C(NC2C=C1)CCN(C3)C(=O)N[C@H]3[C@H]1CC[C@@H](C3)N1C#N 8-chloro-N-((1R,2R,4S)-7-cyano-7-azabicyclo[2.2.1]heptan-2-yl)-1,3,4,5-tetrahydro-2H-pyrido[4,3-b]indole-2-carboxamide